7-bromo-3,4-dihydro-1,5-naphthyridine BrC1=CN=C2CCC=NC2=C1